3-((3-(4-(2-(methylthio) phenoxy)-3-(trifluoromethyl) phenyl)-1,2,4-oxadiazol-5-yl) methyl)-2,4-dioxo-1-(2-(tetrahydro-2H-pyran-4-yl) ethyl)-1,3,8-triazaspiro[4.5]decane-8-carboxylate CSC1=C(OC2=C(C=C(C=C2)C2=NOC(=N2)CN2C(N(C3(C2=O)CCN(CC3)C(=O)[O-])CCC3CCOCC3)=O)C(F)(F)F)C=CC=C1